2-(4-bromo-2,6-dichloro-phenoxy)-5-hydroxy-N-methyl-pyridine-4-sulfonamide BrC1=CC(=C(OC2=NC=C(C(=C2)S(=O)(=O)NC)O)C(=C1)Cl)Cl